CC1=CC=C(C=C1)S(=O)(=O)OC1CCCCC1 Cyclohexyl (R)-4-methylbenzenesulfonate